N-(1-cyclohexyl-6-methyl-2-oxo-1,2-dihydropyridin-3-yl)-4-((2-hydroxyethyl)sulfonamido)-2-(6-azaspiro[2.5]octan-6-yl)benzamide C1(CCCCC1)N1C(C(=CC=C1C)NC(C1=C(C=C(C=C1)NS(=O)(=O)CCO)N1CCC2(CC2)CC1)=O)=O